rac-(3R*,4R*)-4-{[5-(2,4-Difluoro-phenyl)-isoxazole-3-carbonyl]-amino}-piperidine-3-carboxylic Acid Methyl-Phenethyl-Amide Hydrochloride Cl.CN(C(=O)[C@@H]1CNCC[C@H]1NC(=O)C1=NOC(=C1)C1=C(C=C(C=C1)F)F)CCC1=CC=CC=C1 |r|